ClC=1C=C2C(=CC1)NC(C21CCN(CC1)CCOC1=CC2=C(N(C(N2)=O)C2CC(C2)(C)O)C(=C1)F)=O 5-[2-(5-chloro-2-oxospiro[indoline-3,4'-piperidin]-1'-yl)ethoxy]-7-fluoro-1-(3-hydroxy-3-methylcyclobutyl)-1,3-dihydro-2H-1,3-benzimidazol-2-one